5-bromo-2-([6-((1,1-difluoro-6-azaspiro[2.5]octan-6-yl)methyl)imidazo[1,2-a]pyridin-2-yl]methyl)-1,2-dihydro-2,7-naphthyridin-1-one BrC1=C2C=CN(C(C2=CN=C1)=O)CC=1N=C2N(C=C(C=C2)CN2CCC3(CC3(F)F)CC2)C1